C1(CCCCC1)[C@@H](C(=O)NC=1C=C2CC(CC2=CC1)(N1C2CCC(NC1=O)C2)C(NC)=O)NC(=O)C2=CC=NN2C N-((1S)-1-cyclohexyl-2-((2-(methylcarbamoyl)-2-(3-oxo-2,4-diazabicyclo[3.2.1]octan-2-yl)-2,3-dihydro-1H-inden-5-yl)amino)-2-oxoethyl)-1-methyl-1H-pyrazole-5-carboxamide